(2S)-2-[6-(ethoxycarbonyl)-5-methyl-2,4-dioxo-1-(2-phenylethyl)-1H,2H,3H,4H-thieno[2,3-d]pyrimidin-3-yl]propionic acid C(C)OC(=O)C1=C(C2=C(N(C(N(C2=O)[C@H](C(=O)O)C)=O)CCC2=CC=CC=C2)S1)C